C1(=CCCCC1)CC#N 2-(cyclohex-1-en-1-yl)acetonitrile